glycerol tri-stearate C(CCCCCCCCCCCCCCCCC)(=O)OCC(OC(CCCCCCCCCCCCCCCCC)=O)COC(CCCCCCCCCCCCCCCCC)=O